[N+](=O)([O-])C1=CC(=C(C(=O)N)C=C1)S(NCCC1=NC=CC=C1)(=O)=O 4-nitro-2-[2-(2-pyridyl)ethylsulfamoyl]benzamide